Ethyl (E)-3-(1-(3,5-bis(trifluoromethyl)benzyl)-1H-indol-3-yl)-2-cyanoacrylate FC(C=1C=C(CN2C=C(C3=CC=CC=C23)/C=C(/C(=O)OCC)\C#N)C=C(C1)C(F)(F)F)(F)F